(S)-2-(4-(2-chloro-4-((3-(1-(2,2-difluoroethyl)-3-(trifluoromethyl)-1H-pyrazol-4-yl)imidazo[1,2-a]pyrazin-8-yl)amino)benzoyl)piperazin-1-yl)-N-(pyrrolidin-3-yl)acetamide ClC1=C(C(=O)N2CCN(CC2)CC(=O)N[C@@H]2CNCC2)C=CC(=C1)NC=1C=2N(C=CN1)C(=CN2)C=2C(=NN(C2)CC(F)F)C(F)(F)F